ethyl 4-(3-methoxy-2-(3-((6-methoxy-2-(4-methoxy-4-oxobutanoyl)thieno[3,2-b]pyridin-5-yl)oxy)propoxy)-5,7-dihydro-6H-pyrrolo[3,4-b]pyridin-6-yl)-4-oxobutanoate COC=1C=C2C(=NC1OCCCOC1=C(C=C3C(=N1)C=C(S3)C(CCC(=O)OC)=O)OC)CN(C2)C(CCC(=O)OCC)=O